C(#N)C=1C(=NC(=C(C1CC)C#N)N1CC(N(CC1)CCO)=O)SC(C(=O)N)C1=CC=CC=C1 2-((3,5-dicyano-4-ethyl-6-(4-(2-hydroxyethyl)-3-oxopiperazin-1-yl)pyridin-2-yl)sulfanyl)-2-phenylacetamide